2-[2-nitro-4-(trifluoromethyl)benzoyl]Cyclohexane-1,3-dione [N+](=O)([O-])C1=C(C(=O)C2C(CCCC2=O)=O)C=CC(=C1)C(F)(F)F